C(CCCCCC(=O)OCC(COC(CCCC(=O)OC(CCCCCCCC)CCCCCCCC)=O)OC(CCCN(C)C)=O)(=O)OCC(CCCCCC)CCCC 1-(2-butyloctyl) 7-(2-((4-(dimethylamino) butyryl) oxy)-3-((5-(heptadecan-9-yloxy)-5-oxopentanoyl) oxy) propyl) pimelate